3-(3-methyl-1-oxo-5-(tetrahydro-2H-pyran-2-yl)isoindolin-2-yl)piperidine-2,6-dione CC1N(C(C2=CC=C(C=C12)C1OCCCC1)=O)C1C(NC(CC1)=O)=O